CN(CCCOC(=O)C1=C(C=C(C=C1)C1=CC(=C(C=C1)F)F)N1C(C2=CC(=CC=C2C1)C(=O)NS(=O)(=O)C)=O)C 3',4'-Difluoro-3-(6-methanesulfonylaminocarbonyl-1-oxo-1,3-dihydro-isoindol-2-yl)-biphenyl-4-carboxylic acid 3-dimethylamino-propyl ester